N1C=NC2=C1C=CC(=C2)N2C(OC[C@@H]2C=2C=CC(=C(C#N)C2)N2CC(CC2)(F)F)=O (S)-5-(3-(1H-benzo[d]imidazol-5-yl)-2-oxooxazolidin-4-yl)-2-(3,3-difluoropyrrolidin-1-yl)benzonitrile